BrC1=CC=C(COC=2C(=C(C=3CC(OC(C3C2)=O)O)C=O)OC)C=C1 7-((4-Bromobenzyl)oxy)-3-hydroxy-6-methoxy-1-oxoisochromane-5-carbaldehyde